NC(=S)NCC1(CC(CC(C1)(C)C)N)C 3-(aminothiocarbonylaminomethyl)-3,5,5-trimethylcyclohexylamine